C(CCC)OC(CCCCCCC(CC)OCC1=CC=CC=C1)OCCCC 10,10-dibutyloxy-3-benzyloxydecane